4-propylpiperazine C(CC)N1CCNCC1